Cl.C(CC)OC1=CC=CC2=C1C1=C3C(CCNC3C2)=CC(=C1)O 11-propoxy-5,6,6a,7-tetrahydro-4H-dibenzo[de,g]quinolin-2-ol hydrochloride